C(C)(C)(C)OC(=O)N1CC(C1)C1=CC=C(C=C1)CC(C)(C)C 3-[4-(2,2-dimethylpropyl)phenyl]azetidine-1-carboxylic acid tert-butyl ester